(R)-N-((S)-1-(quinolin-6-yl)-ethyl)-2-methylpropane-2-sulfinamide N1=CC=CC2=CC(=CC=C12)[C@H](C)N[S@](=O)C(C)(C)C